N=1N=C(N2C1C=CC=C2)CCCCCNC(C2=C(C=C(C=C2)NC=2C=1N(C=CN2)C(=CN1)C1=C(C(=C(C=C1)OC)F)F)CC)=O N-(5-([1,2,4]triazolo[4,3-a]pyridin-3-yl)pentyl)-4-((3-(2,3-difluoro-4-methoxyphenyl)imidazo[1,2-a]pyrazin-8-yl)amino)-2-ethylbenzamide